ClC1=C(C=C(C=C1)NC(=O)C1=CC=2C(=NC=C(C2)C2=NC=C(C=C2)F)S1)S(N(C)C)(=O)=O N-[4-chloro-3-(N,N-dimethylsulfamoyl)phenyl]-5-(5-fluoropyridin-2-yl)-thieno[2,3-b]pyridine-2-carboxamide